(5-(4-fluorophenyl)pyridin-3-yl)(octahydro-4H-benzo[b][1,4]oxazin-4-yl)methanone FC1=CC=C(C=C1)C=1C=C(C=NC1)C(=O)N1C2C(OCC1)CCCC2